N-[2-[2-(aminomethyl)pyrrolidin-1-yl]-2-oxo-ethyl]-4-[[3-[1-(2,2-difluoroethyl)-3-(trifluoromethyl)pyrazol-4-yl]imidazo[1,2-a]pyrazin-8-yl]amino]-2-ethyl-benzamide formate C(=O)O.NCC1N(CCC1)C(CNC(C1=C(C=C(C=C1)NC=1C=2N(C=CN1)C(=CN2)C=2C(=NN(C2)CC(F)F)C(F)(F)F)CC)=O)=O